FC(C(F)(F)F)(C1OCC1)F 2-pentafluoroethyloxetane